ClC=1C=2N(C=CC1)C(=NN2)SCCCOC2=C(OC1=CC=CC=C1C2=O)C2=CC=C(C=C2)F 3-(3-((8-chloro-[1,2,4]triazolo[4,3-a]pyridin-3-yl)thio)propoxy)-2-(4-fluorophenyl)-4H-chromen-4-one